Cl.CN(C1(CCOCC1)CNC(=O)C1=NC=NC(=C1)C1=CC(=C(C=C1)Cl)Cl)C 6-(3,4-dichloro-phenyl)-pyrimidine-4-carboxylic acid (4-dimethylamino-tetrahydro-pyran-4-ylmethyl)-amide hydrochloride